((5-methylfuran-2-yl)methyl)pyrrolidine-2-carboxamide CC1=CC=C(O1)CN1C(CCC1)C(=O)N